NC1=CC=C(C=C1)SC1=C(C=C(C=C1)C1=C(C=CC=C1)N)OC 4-((4-aminophenyl)thio)-3-methoxyphenylbenzenamine